(2R)-1-(3-chloro-2-fluorobenzyl)-4-((3-fluoro-6-((5-methyl-1H-pyrazol-3-yl)amino)pyridin-2-yl)methyl)-2-methylpiperidine-4-carboxylic acid ClC=1C(=C(CN2[C@@H](CC(CC2)(C(=O)O)CC2=NC(=CC=C2F)NC2=NNC(=C2)C)C)C=CC1)F